CC1(C(N(C2=CC=C(C=C12)C(=O)NC1(CCS(CC1)(=O)=O)C)C1=NC=CC(=C1)OCC(F)(F)F)=O)C 3,3-dimethyl-N-(4-methyl-1,1-dioxidotetrahydro-2H-thiopyran-4-yl)-2-oxo-1-(4-(2,2,2-trifluoroethoxy)pyridin-2-yl)indoline-5-carboxamide